C(CCCCCCCC)OCOCC/C=C/CC[Li] (3E)-6-(nonanyloxymethoxy)-3-hexenyllithium